COC=1C=C2CCN3[C@@H](C2=CC1OC)C[C@H]([C@@H](C3)CC(C)C)COC(CCCCC(=O)O)=O 6-{[(2R,3S,11bR)-9,10-dimethoxy-3-(2-methylpropyl)-1H,2H,3H,4H,6H,7H,11bH-pyrido[2,1-a]isoquinolin-2-yl]methoxy}-6-oxohexanoic acid